4-([1,1'-biphenyl]-4-yl)dibenzo[b,d]selenophene C1(=CC=C(C=C1)C1=CC=CC2=C1[Se]C1=C2C=CC=C1)C1=CC=CC=C1